ClC1=NC(=CC=C1)C(C)O 2-chloro-6-(1-hydroxyethyl)pyridine